COC1CCN(CC1)CCOC(C)C1=CC=CC=N1 6-(1-(2-(4-methoxypiperidin-1-yl)ethoxy)ethyl)pyridin